2-fluoro-3-[[7-[(3-fluoro-2-pyridyl)oxy]-4-methyl-2-oxo-chromen-3-yl]methyl]benzoic acid FC1=C(C(=O)O)C=CC=C1CC=1C(OC2=CC(=CC=C2C1C)OC1=NC=CC=C1F)=O